4-fluoro-7-methyl-1H-indole-2-carboxylic acid FC1=C2C=C(NC2=C(C=C1)C)C(=O)O